[N+](=O)([O-])C=1C(=C2C=NNC2=CC1)N1C[C@@H](CCC1)NC(OC(C)(C)C)=O tert-butyl (R)-(1-(5-nitro-1H-indazol-4-yl)piperidin-3-yl)carbamate